N1(CCC[C@]12COCC2)C2=NC1=CC=C(C=C1C=C2)C=O (S)-2-(7-oxa-1-azaspiro[4.4]non-1-yl)quinoline-6-carbaldehyde